OC=1N(C(=NN1)C1=C(C=C(C(=C1)C(C)C)O)O)C1=CC=C(C=C1)CN1CCN(CC1)CC1CCNCC1 4-(5-hydroxy-4-(4-((4-(piperidin-4-ylmethyl)piperazin-1-yl)methyl)phenyl)-4H-1,2,4-triazole-3-yl)-6-isopropylbenzene-1,3-diol